C(C=C)C=1OC(OC1CC=C)=O 4,5-di(2-propen-1-yl)-1,3-dioxol-2-one